O[C@@H]1C[C@H](N(C1)C([C@H](C(C)(C)C)NC(C)=O)=O)C=1NC(=CN1)C1=CC(=CC=C1)C1=C(N=CS1)C N-[(2S)-1-[(2S,4R)-4-hydroxy-2-[5-[3-(4-methyl-1,3-thiazol-5-yl)phenyl]-1H-imidazol-2-yl]pyrrolidin-1-yl]-3,3-dimethyl-1-oxobutan-2-yl]acetamide